C(#N)C1=C(NC2=CC(=C(C(=C12)C=1CNCCC1)F)F)C 3-cyano-5,6-difluoro-2-methyl-4-(1,2,5,6-tetrahydropyridin-3-yl)-1H-indole